Methyl (3S)-3-(1,4-dimethyl-1H-benzotriazol-5-yl)-3-(7-{[(2R)-2-ethyl-7-hydroxy-2,3-dihydropyrido[2,3-f][1,4]oxazepin-4(5H)-yl]methyl}-1-benzothiophen-5-yl)-2,2-dimethylpropanoate CN1N=NC2=C1C=CC(=C2C)[C@@H](C(C(=O)OC)(C)C)C=2C=C(C1=C(C=CS1)C2)CN2C[C@H](OC1=C(C2)N=C(C=C1)O)CC